methylamine bismuth [Bi].CN